FC(OC=1C=CC(=C(C1)N1C(N(C2=C1C=CC(=C2)C(=O)NC2(CCS(CC2)(=O)=O)C)C(C)C)=O)F)F 1-(5-(Difluoromethoxy)-2-fluorophenyl)-3-isopropyl-N-(4-methyl-1,1-dioxidotetrahydro-2H-thiopyran-4-yl)-2-oxo-2,3-dihydro-1H-benzo[d]imidazole-5-carboxamide